ClC=1C=C2C(CCN(C2=CN1)S(=O)(=O)C1=CC=C(C=C1)C)(C)C 6-chloro-4,4-dimethyl-1-(4-methylbenzenesulfonyl)-2,3-dihydro-1,7-naphthyridine